C1(=CCCC1)C1=C(C2=C(CCC1)C=C(C=C2)C(=O)O)C2=CC=C(C=C2)N2CCC(CC2)CN2CCN(CC2)C=2C=C1CN(C(C1=CC2)=O)[C@@H]2C(NC(CC2)=O)=O 6-(cyclopenten-1-yl)-5-[4-[4-[[4-[2-[(3S)-2,6-dioxo-3-piperidyl]-1-oxo-isoindolin-5-yl]piperazin-1-yl]methyl]-1-piperidyl]phenyl]-8,9-dihydro-7H-benzo[7]annulene-2-carboxylic acid